OC1=C(C(=CC(=C1)C)C)N1N=C2N=C(NC(C2=C1)=O)C(C)C 2-(2-hydroxy-4,6-dimethylphenyl)-6-(propan-2-yl)-2,5-dihydro-4H-pyrazolo[3,4-d]pyrimidin-4-one